C(C)(C)(C)OC(=O)N1CCN(CC1)C1=NC=C(C=C1)C(=O)OC 4-(5-(Methoxycarbonyl)pyridin-2-yl)piperazine-1-carboxylic acid tert-butyl ester